3,3-dicyclopropyl-N-[4-[3,5-dimethyl-1-(2-trimethylsilylethoxymethyl)pyrazol-4-yl]phenyl]-2-(1H-imidazol-2-yl)propanamide C1(CC1)C(C(C(=O)NC1=CC=C(C=C1)C=1C(=NN(C1C)COCC[Si](C)(C)C)C)C=1NC=CN1)C1CC1